N-(1-cyano-3-pyrrolidinyl)-[1,1'-biphenyl]-4-carboxamide C(#N)N1CC(CC1)NC(=O)C1=CC=C(C=C1)C1=CC=CC=C1